FC1(CCN(CC1)C1CCC(CC1)N1C(NC2=C1C=C(C(=C2)C=2C(=C(C=1N(C2)N=CN1)C)C)C(C)C)=O)F 1-(4-(4,4-Difluoropiperidin-1-yl)cyclohexyl)-5-(7,8-dimethyl-[1,2,4]triazolo[1,5-a]pyridin-6-yl)-6-isopropyl-1,3-dihydro-2H-benzo[d]imidazol-2-on